silver ethyl-sulfonate C(C)S(=O)(=O)[O-].[Ag+]